6-(cyclopropylmethoxy)-N-[(2S)-1-{[2-fluoro(2,2-dideuterio)ethyl]oxy}-3-methylbutan-2-yl]-5-(pyrrolidin-1-yl)pyridine-2-carboxamide C1(CC1)COC1=C(C=CC(=N1)C(=O)N[C@H](COCC([2H])([2H])F)C(C)C)N1CCCC1